N-(3-(benzo[d]thiazol-2-yl)-2-methylphenyl)-2-fluoro-4-nitrobenzamide S1C(=NC2=C1C=CC=C2)C=2C(=C(C=CC2)NC(C2=C(C=C(C=C2)[N+](=O)[O-])F)=O)C